C12(CC2C1)C(=O)NC1=NC2=CC(=CC(=C2C=C1)N1CCN(CC1)C(=O)N(C)C)S(NC1(CC1)C)(=O)=O 4-(2-(bicyclo[1.1.0]butane-1-carboxamido)-7-(N-(1-methylcyclopropyl)sulfamoyl)quinolin-5-yl)-N,N-dimethylpiperazine-1-carboxamide